ClC=1C=C2C=CN=CC2=C(C1)C 6-chloro-8-methylisoquinolin